1-(tert-butyl) 3-ethyl 2-(5-bromo-3-nitropyridin-2-yl)malonate BrC=1C=C(C(=NC1)C(C(=O)OC(C)(C)C)C(=O)OCC)[N+](=O)[O-]